[Ru+2].CC1=C(C(=CC(=C1)C)C)N1C(N(CC1)C1=C(C=C(C=C1C)C)C)=C(CCC(C1C(=CC2=CC=CC=C12)C1=CC=CC=C1)(Cl)Cl)P(CCCC)CCCC [1,3-bis-(2,4,6-trimethylphenyl)-2-imidazolidinylidene]dichloro(phenylindenyl)(tri-n-butylphosphine) ruthenium (II)